benzo[d]furan O1C=CC2=C1C=CC=C2